3-(3-chloro-4-fluorophenyl)-1-(1-(6,8-difluoro-1-oxo-1,2-dihydroisoquinolin-4-yl)ethyl)-1-isobutyl-urea ClC=1C=C(C=CC1F)NC(N(CC(C)C)C(C)C1=CNC(C2=C(C=C(C=C12)F)F)=O)=O